1-Ethyl 2-[3-(2-ethoxy-2-oxo-ethoxy)propoxy]acetate C(C)OC(COCCCOCC(=O)OCC)=O